6-(1,3-benzoxazol-2-yl)-5-hydroxy-3-methyl-2-{methyl[phenyl(pyridin-2-yl)methyl]amino}pyrimidin-4-one O1C(=NC2=C1C=CC=C2)C2=C(C(N(C(=N2)N(C(C2=NC=CC=C2)C2=CC=CC=C2)C)C)=O)O